C1(=CC=CC=C1)N(C1=CC=CC=C1)C1=CC(=CC(=C1)N(C1=CC=CC=C1)C1=CC=CC=C1)N(C1=CC=CC=C1)C1=CC=CC=C1 1,3,5-tris(N,N-diphenylamino)benzene